(2s,7ar)-2-hydroxy-6-methylene-tetrahydro-1H-pyrrolizine-7a-carboxylic acid methyl ester COC(=O)[C@@]12CC(CN2C[C@H](C1)O)=C